O=C1NC(CCC1N1C(C2=CC=C(C=C2C1)O[C@@H]1[C@H](CCCC1)N1CC(C1)C1CCN(CC1)C(=O)C1(CC1)C#N)=O)=O 1-(4-(1-((1S,2S)-2-((2-(2,6-dioxopiperidin-3-yl)-1-oxoisoindolin-5-yl)oxy)cyclohexyl)azetidin-3-yl)piperidine-1-carbonyl)cyclopropane-1-carbonitrile